C(CCCCC)P([O-])(=O)CCCC.C(CCCCC)P([O-])(=O)CCCC.C(CCCCC)P([O-])(=O)CCCC.[Fe+3] iron (III) tris(hexylbutylphosphinate)